2-(hydroxymethyl)5-((6-methoxy-2-(1H-tetrazol-5-yl)pyrimidin-4-yl)amino)tetrahydro-2H-pyran-3,4-diol OCC1OCC(C(C1O)O)NC1=NC(=NC(=C1)OC)C1=NN=NN1